decanoyl-oxybenzenesulphonate sodium [Na+].C(CCCCCCCCC)(=O)OC1=C(C=CC=C1)S(=O)(=O)[O-]